OC1=C(C=C(C=C1C(F)(F)F)C(F)(F)F)N1C(N(C(C1)=O)C)=O 1-(2-hydroxy-3,5-bis(trifluoromethyl)phenyl)-3-methylimidazolidine-2,4-dione